6-(2-chloro-5-fluorophenyl)-3-[(2,4-dimethoxyphenyl)methyl]-5-(([5-fluoro-3-(trifluoromethyl)phenyl]carbonyl)amino)-6-hydroxy-8-oxo-7,8-dihydro-6H-imidazo[4,5-e]isoindole-2-carboxamide ClC1=C(C=C(C=C1)F)C1(NC(C2=C3C(=CC(=C12)NC(=O)C1=CC(=CC(=C1)F)C(F)(F)F)N(C(=N3)C(=O)N)CC3=C(C=C(C=C3)OC)OC)=O)O